tert-butyl 4-{3-[4-(trifluoromethyl)phenoxy]pyrazin-2-yl}piperazine-1-carboxylate FC(C1=CC=C(OC=2C(=NC=CN2)N2CCN(CC2)C(=O)OC(C)(C)C)C=C1)(F)F